Cl.C(C)(C)C=1C(=C(C(=O)N)C=CC1)C(C)C diisopropylbenzamide hydrochloride